benzyl (3aR,6aR)-3,3-difluoro-5-(3-((4-methoxybenzyl)oxy)-2,2-dimethyl-3-oxopropyl)-6-oxohexahydropyrrolo[3,4-b]pyrrole-1(2H)-carboxylate FC1([C@H]2[C@@H](N(C1)C(=O)OCC1=CC=CC=C1)C(N(C2)CC(C(=O)OCC2=CC=C(C=C2)OC)(C)C)=O)F